8-bromo-2-(ethylthio)-6-methyl-4H-chromen-4-one BrC=1C=C(C=C2C(C=C(OC12)SCC)=O)C